{1-[6-(3-cyano-2-hydroxy-phenyl)-3-(3,5-difluoro-phenyl)-quinolin-4-yl]-piperidin-4-yl}carbamic acid tert-butyl ester C(C)(C)(C)OC(NC1CCN(CC1)C1=C(C=NC2=CC=C(C=C12)C1=C(C(=CC=C1)C#N)O)C1=CC(=CC(=C1)F)F)=O